2-acetamido-4-chloro-N-(6-(dimethylamino)pyridazin-3-yl)benzamide C(C)(=O)NC1=C(C(=O)NC=2N=NC(=CC2)N(C)C)C=CC(=C1)Cl